C(C)(C)C1=C(C=CC=C1)NC(=S)N\N=C\C1=CC(=C(C=C1)N1N=C(C(=C1)NC(C1=CC=C(C=C1)OC(F)(F)F)=O)C)C N-[1-[4-[(E)-[(2-isopropylphenyl)carbamothioylhydrazono]methyl]-2-methyl-phenyl]-3-methyl-pyrazol-4-yl]-4-(trifluoromethoxy)benzamide